ClC=1C(=C(C(=CC1N1CC2(C(CC2)(C)N(C)C)CC1)F)S(=O)(=O)NC1=NC(=CC=C1)F)F 3-chloro-4-[3-(dimethylamino)-3-methyl-6-azaspiro[3.4]octan-6-yl]-2,6-difluoro-N-(6-fluoro-2-pyridyl)benzenesulfonamide